1-[[2-(difluoro-methoxy)pyridin-4-yl]methyl]-3-[rac-(1R,4R)-5,5-difluoro-2-bicyclo[2.2.1]heptanyl]urea FC(OC1=NC=CC(=C1)CNC(=O)NC1[C@H]2CC([C@@H](C1)C2)(F)F)F |r|